CC(=CC=CC(=O)OC)CCC=C(C)C methyl 5,9-dimethyl-2,4,8-decanetrienoate